FC1=CC(=CC2=C1N(C=N2)C)OC2=C(C=C(C=C2)NC2=NC=NC1=C2N=C(N=C1)O[C@H]1CN(CC1)C(C=C)=O)C (R)-1-(3-((8-((4-((7-fluoro-1-methyl-1H-benzo[d]imidazol-5-yl)oxy)-3-methylphenyl)amino)pyrimido[5,4-d]pyrimidin-2-yl)oxy)pyrrolidin-1-yl)prop-2-en-1-one